N-(1-methyl-2-(6-(trifluoromethyl)pyrimidin-4-yl)-1H-pyrrolo[3,2-c]pyridin-6-yl)cyclopropanecarboxamide CN1C(=CC=2C=NC(=CC21)NC(=O)C2CC2)C2=NC=NC(=C2)C(F)(F)F